N-(3-(methylsulfonyl)benzyl)pyrimidin-2-amine CS(=O)(=O)C=1C=C(CNC2=NC=CC=N2)C=CC1